COCCN(C1=NC=NC=C1)C 4-((2-methoxyethyl)(methyl)amino)pyrimidin